Methyl (E)-8-(2,4-dichlorophenyl)-9-(4-((1-(4-(dimethylamino)-4-oxobut-2-en-1-yl) azetidin-3-yl)methyl)phenyl)-6,7-dihydro-5H-benzo[7]annulene-3-carboxylate ClC1=C(C=CC(=C1)Cl)\C=1\CCCC2=C(/C1/C1=CC=C(C=C1)CC1CN(C1)CC=CC(=O)N(C)C)C=CC(=C2)C(=O)OC